6-iodo-[1,1'-biphenyl] IC1=CC=CC=C1C1=CC=CC=C1